3-{5-[(3S)-3-{[(1R)-1-(naphthalen-1-yl)ethyl]amino}tetrahydro-1H-pyrrol-1-yl]-2-methoxyphenyl}propanoic acid methyl ester COC(CCC1=C(C=CC(=C1)N1C[C@H](CC1)N[C@H](C)C1=CC=CC2=CC=CC=C12)OC)=O